5-(thiophen-3-yl)pyridin-2-amine S1C=C(C=C1)C=1C=CC(=NC1)N